2-[(3S)-3-(aminomethyl)-1-piperidinyl]-N-(5-cyclopentyl-1H-pyrazol-3-yl)pyrimidin-4-amine NC[C@H]1CN(CCC1)C1=NC=CC(=N1)NC1=NNC(=C1)C1CCCC1